racemic-sulfimide [SH2]=N